7-(6-Aminopyridazin-3-yl)-4,7-diazaspiro[2.5]octane-4-carboxylic acid tert-butyl ester C(C)(C)(C)OC(=O)N1C2(CC2)CN(CC1)C=1N=NC(=CC1)N